4-{2-chloro-3-[(methylsulfinyl)amino]phenoxy}-N-cyclopropyl-2-[(2-fluoro-4-iodophenyl)amino]-1,5-dimethyl-6-oxopyridine-3-carboxamide ClC1=C(OC=2C(=C(N(C(C2C)=O)C)NC2=C(C=C(C=C2)I)F)C(=O)NC2CC2)C=CC=C1NS(=O)C